N[C@@H](C)C(=O)O (11e)-alanine